C(C)(=O)ONC(=N)C1=CC(=CC=C1)C[C@@H](C(N[C@@H]([C@H](CC)C)C(NC)=O)=O)NC(=O)OC(C)(C)C {3-[(2S)-2-{[(tert-butoxy)carbonyl]amino}-2-{[(1S,2S)-2-methyl-1-(methylcarbamoyl)butyl]-carbamoyl}ethyl]phenyl}methanimidamido acetate